C([C@@H]([C@@H](CO)O)O)[C@@H](C(=O)O)O d-2-keto-3-deoxygluconate